(1S,2R,5R)-3-(1-(2-amino-3-chloroquinolin-7-yl)propan-2-yl)-5-(4-amino-7H-pyrrolo[2,3-d]pyrimidin-7-yl)cyclopent-3-ene-1,2-diol NC1=NC2=CC(=CC=C2C=C1Cl)CC(C)C=1[C@H]([C@H]([C@@H](C1)N1C=CC2=C1N=CN=C2N)O)O